ClC1=NC=C(C(=C1)C=1C=NC(=CC1C(=O)NC=1SC(=NN1)OC)C#N)OC 2'-chloro-6-cyano-5'-methoxy-N-(5-methoxy-1,3,4-thiadiazol-2-yl)-[3,4'-bipyridine]-4-carboxamide